C(CCCCC)C=1C=C(C=C(C=O)C1)C=O 5-hexyl-isophthalaldehyde